(S)-2-((4-(4-((4-chloro-2-fluorobenzyl)oxy)thiazol-2-yl)-3,6-dihydropyridin-1(2H)-yl)methyl)-1-(oxetan-2-ylmethyl)-1H-benzo[d]imidazole-6-carboxylic acid ClC1=CC(=C(COC=2N=C(SC2)C=2CCN(CC2)CC2=NC3=C(N2C[C@H]2OCC2)C=C(C=C3)C(=O)O)C=C1)F